2-fluorotetrahydro-2H-pyran-3,4,5-triol FC1OCC(C(C1O)O)O